3,5-dichloro-4-hydroxy-N-(4-oxo-3-(2-(trifluoromethyl)benzyl)-3,4-dihydroquinazolin-5-yl)benzamide ClC=1C=C(C(=O)NC2=C3C(N(C=NC3=CC=C2)CC2=C(C=CC=C2)C(F)(F)F)=O)C=C(C1O)Cl